C(C1=CC=CC=C1)(C1=CC=CC=C1)[C@@H](C(=O)NC1=CC(=C(C=C1)C=1N(C=NC1)C)O)NC(=O)C=1N(N=CC1)C N-[(1S)-1-benzhydryl-2-[3-hydroxy-4-(3-methylimidazol-4-yl)anilino]-2-oxo-ethyl]-2-methyl-pyrazole-3-carboxamide